ClC1=CC=C(CN2C3(CC(C3)C(=O)N3CCC(CC3)O)C(N(CC2=O)C2=C(C=C(C#N)C=C2)F)=O)C=C1 4-((2s,4s)-5-(4-chloro-benzyl)-2-(4-hydroxy-piperidine-1-carbonyl)-6,9-dioxo-5,8-diazaspiro-[3.5]nonan-8-yl)-3-fluorobenzonitrile